[N+](=O)([O-])C=1C=CNC1 4-nitro-1H-pyrrole